4-(4-(3-(8-fluoro-1-oxo-1,2-dihydroisoquinolin-3-yl)propyl)piperazin-1-yl)benzonitrile FC=1C=CC=C2C=C(NC(C12)=O)CCCN1CCN(CC1)C1=CC=C(C#N)C=C1